6-methyl-2-oxo-1H-pyridine-3-carboxylic acid CC1=CC=C(C(N1)=O)C(=O)O